3-[(2,5-dimethylbenzyl)sulfanyl]-5-methyl[1,2,4]triazolo[4,3-a]pyrimidin-7(8H)-one CC1=C(CSC2=NN=C3N2C(=CC(N3)=O)C)C=C(C=C1)C